S1CC(C1)OC1=NNC(=C1)C(=O)[O-] 3-(thietan-3-yloxy)-1H-pyrazole-5-carboxylate